CP(=O)(C)C1=C(C=CC=C1)NC1=NC(=NC=C1)NC=1C=C2C(=NNC2=CC1)C1CCN(CC1)C(=O)OC(C)(C)C Tert-butyl 4-(5-((4-((2-(dimethylphosphoryl)phenyl)amino)pyrimidin-2-yl)amino)-1H-indazol-3-yl)piperidine-1-carboxylate